methyl 3-bromo-1-(4-methylphenyl)sulfonylpyrrolo[2,3-b]pyridine-5-carboxylate BrC1=CN(C2=NC=C(C=C21)C(=O)OC)S(=O)(=O)C2=CC=C(C=C2)C